O1SC(=CC=C1)C(=O)N oxathiin-carboxamide